CC1=NC=C(C(=N1)N)C 2,5-dimethylpyrimidine-4-Amine